BrC=1C=C(C(=NC1)N1CC(C1)N(C)CCOC)N 5-Bromo-2-(3-((2-methoxyethyl)(methyl)amino)azetidin-1-yl)pyridin-3-amine